N-(3-(3-((2,6-Dioxopiperidin-3-yl)amino)phenyl)prop-2-yn-1-yl)-5-(8-(7-isopropyl-1,3-dimethyl-2-oxo-2,3-dihydro-1H-benzo[d]imidazol-5-yl)isoquinolin-3-yl)picolinamide O=C1NC(CCC1NC=1C=C(C=CC1)C#CCNC(C1=NC=C(C=C1)C=1N=CC2=C(C=CC=C2C1)C1=CC2=C(N(C(N2C)=O)C)C(=C1)C(C)C)=O)=O